trimethyl-N-(trimethylsilyl)silanamine C[Si](N[Si](C)(C)C)(C)C